NCCCC[Si](OC)(OC)OC 4-amino-butyltrimethoxysilane